6-(5-Chloropyridin-2-yl)-2-(3-fluorophenyl)-3-oxo-2,3-dihydropyridazine-4-carboxylic acid ClC=1C=CC(=NC1)C=1C=C(C(N(N1)C1=CC(=CC=C1)F)=O)C(=O)O